O1C(=CC=C1)C(=O)OC(CCCCCCCCC)OC(=O)C=1OC=CC1 decanediol difuranate